N1(C[C@@H](CCC1)C(=O)OC)C(=O)OC(C)(C)C 1-tert-butyl 3-methyl (3R)-piperidine-1,3-dicarboxylate